O1CCC2=C1C(=CC=C2)CNCCC2=C(C=C(C(=C2)OC)Br)OC N-[(2,3-dihydrobenzofuran-7-yl)methyl]-1-(2,5-dimethoxy-4-bromophenyl)-2-aminoethane